ClC1=C(N=C(S1)NC(=O)C=1C=NN(C1C(F)(F)F)C1=C2C=CNC(C2=CC=C1)=C=O)N1N=CN=C1 N-(5-chloro-4-(1H-1,2,4-triazol-1-yl)thiazol-2-yl)-1-(1-carbonyl-1,2-dihydroisoquinolin-5-yl)-5-(trifluoromethyl)-1H-pyrazole-4-carboxamide